CN(C1=C(C=C(C(=O)N)C=C1)[N+](=O)[O-])C 4-(dimethylamino)-3-nitrobenzamide